N-((3S,4S)-8-(6-((5-chloro-3-(2-methoxyethyl)-4-oxo-3,4-dihydroquinazolin-6-yl)thio)pyridine-3-yl)-3-methyl-2-oxa-8-azaspiro[4.5]decan-4-yl)-2-methylpropane-2-sulfinamide ClC1=C2C(N(C=NC2=CC=C1SC1=CC=C(C=N1)N1CCC2([C@@H]([C@@H](OC2)C)NS(=O)C(C)(C)C)CC1)CCOC)=O